N1=C(C=CC=C1)CN1CCSCC1 4-(2-picolyl)-thiomorpholine